C1CCC2=C(C=3CCCC3C=C12)NC(=O)NS(=O)(=O)\C=C\CN(C=1SC=CN1)C (E)-N-((1,2,3,5,6,7-hexahydro-s-indacen-4-yl)carbamoyl)-3-(methyl(thiazol-2-yl)amino)prop-1-ene-1-sulfonamide